6-(3-(5-(6-isobutyl-2,6-diazaspiro[3.3]hept-2-yl)pyridin-2-yl)-4-(2,2,2-trifluoroethyl)-1H-pyrazol-5-yl)-8-methoxy-[1,2,4]triazolo[1,5-a]pyridine C(C(C)C)N1CC2(CN(C2)C=2C=CC(=NC2)C2=NNC(=C2CC(F)(F)F)C=2C=C(C=3N(C2)N=CN3)OC)C1